2-(1-((2-(3,5-dichlorophenyl)-6-(4-(4-methylpiperazin-1-yl)phenoxy)pyridin-4-yl)methyl)piperidin-4-yl)acetic acid ClC=1C=C(C=C(C1)Cl)C1=NC(=CC(=C1)CN1CCC(CC1)CC(=O)O)OC1=CC=C(C=C1)N1CCN(CC1)C